FC(C=1C=C(C=C(C1)C(F)(F)F)CN)(F)F [3,5-bis(trifluoromethyl)phenyl]methanamine